[N].ClC1=NC=C(C(=C1)[N+](=O)[O-])C 2-chloro-4-nitro-5-methylpyridine nitrogen